N-{[(2R)-1,4-dioxan-2-yl]methyl}-2-{[(2S)-1,4-dioxan-2-yl]methyl}-8-methyl-4-(trifluoromethyl)-4,5-dihydro-2H-furo[2,3-g]indazole-7-carboxamide O1[C@@H](COCC1)CNC(=O)C1=C(C2=C(CC(C3=CN(N=C23)C[C@@H]2OCCOC2)C(F)(F)F)O1)C